N1NCCC1 1,2,4,5-tetrahydropyrazol